BrC=1C=C(N(N1)C1=NC=CC=C1Cl)C(=O)Cl 5-bromo-2-(3-chloro-2-pyridinyl)-2H-pyrazole-3-carbonyl chloride